4-Methyl-2-(1-methyl-1H-pyrazol-4-yl)-5-nitropyridine CC1=CC(=NC=C1[N+](=O)[O-])C=1C=NN(C1)C